CC(C(=O)NCCCCCCCOP(=O)(O)O)=C 2-methyl-N-[7-(phosphonooxy)heptyl]-2-Propenamide